tert-butyl 4-(4-((2-(Bis(4-methoxybenzyl)amino)-4-(butylamino)-5-oxopyridino[4,5-d]pyridazin-6(5H)-yl)methyl)benzoyl)piperazine-1-carboxylate COC1=CC=C(CN(N2N=C(C3=C(C2)C=CN(C3=O)CC3=CC=C(C(=O)N2CCN(CC2)C(=O)OC(C)(C)C)C=C3)NCCCC)CC3=CC=C(C=C3)OC)C=C1